IC=1C=NN2C1C=C(C=C2)C(C)C2CCN(CC2)C(=O)OC(C)(C)C tert-butyl 4-(1-(3-iodopyrazolo[1,5-a]pyridin-5-yl)ethyl)piperidine-1-carboxylate